C[C@@H]1CN(C[C@H](N1)C)[C@@H](C(=O)NC=1C=CC=C2C(=CNC12)C1=NC(=NC=C1C)NC1=C(C(=CC=C1)S(=O)(=O)C)F)CC (R)-2-((3R,5R)-3,5-dimethylpiperazin-1-yl)-N-(3-(2-((2-fluoro-3-(methylsulfonyl)phenyl)amino)-5-methyl-pyrimidin-4-yl)-1H-indol-7-yl)butanamide